4-(2,2-dibromoethenyl)piperidine-1-carboxylic acid tert-butyl ester C(C)(C)(C)OC(=O)N1CCC(CC1)C=C(Br)Br